C(C)(C)(C)[Si](C)(C)OC1=C(C=CC(=C1)C)F tert-butyl(2-fluoro-5-methylphenoxy)dimethylsilane